CC=1C=C(C=C(C1C1=C(C=C(C=C1C)O)C)C)O 3,3',5,5'-tetramethyl-4,4'-biphenol